C(C)(C)(C)C1=CC=C(C=C1)C1(C(C(OC2=C1N(C=1C=CC=CC12)C)=O)C(F)(F)F)C1=CC=CC=C1 4-(4-tert-butylphenyl)-5-methyl-4-phenyl-3-trifluoromethyl-indolopyranone